ClC=1C=2C(N=C3N(C2C=CC1)C1=CC(=CC=C1C31CCOCC1)C1CCNCC1)=O 4-chloro-10-(piperidin-4-yl)-2',3',5',6'-tetrahydro-5H-spiro[indolo[1,2-a]quinazoline-7,4'-pyran]-5-one